CC1NCCCCN(C(C(NCCCN(CCNC1)C)C)C)C 2,7,12,13,14-pentamethyl-1,4,7,11,14-pentaazacyclooctadecane